4,6-dichloro-2-methyl-pyrimidine-5-carbaldehyde ClC1=NC(=NC(=C1C=O)Cl)C